C1([C@@H](O)[C@H](O)[C@H](O)[C@@H](O1)C)O[C@H]1[C@H](O[C@H]2[C@@H]([C@H](C(O)O[C@@H]2CO)O)OC2[C@@H](O)[C@H](O)[C@H](O)[C@@H](O2)C)O[C@@H]([C@@H]([C@@H]1O)O)CO 2',3-di-O-fucosyllactose